1-(3-chloro-5'-fluoro-2'-methoxy-3'-(4,4,5,5-tetramethyl-1,3,2-dioxaborolan-2-yl)-[1,1'-biphenyl]-4-yl)-3-methylimidazolidin-2-one ClC=1C=C(C=CC1N1C(N(CC1)C)=O)C1=C(C(=CC(=C1)F)B1OC(C(O1)(C)C)(C)C)OC